(N,N-dimethylamino)dimethylsilane CN(C)[Si](C)C